6-(3-isopropyl-5-(1-(2-methoxyethyl)azetidin-3-yl)-1H-indol-2-yl)-7,8-dimethyl-[1,2,4]triazolo[4,3-a]pyridine C(C)(C)C1=C(NC2=CC=C(C=C12)C1CN(C1)CCOC)C=1C(=C(C=2N(C1)C=NN2)C)C